bis-selenourethane NC(=[Se])[Se]CC